NC1=NC2=CC(=C(C=C2C=C1CO)C(=O)N(C1COC2=C1C=CC(=C2)C(F)(F)F)CC2CCC2)F 2-amino-N-(cyclobutylmethyl)-7-fluoro-3-(hydroxymethyl)-N-(6-(trifluoromethyl)-2,3-dihydrobenzofuran-3-yl)quinoline-6-carboxamide